5-chloro-2-(6-((3-hydroxy-3-methylcyclobutyl)amino)-4-methylpyridazin-3-yl)phenol ClC=1C=CC(=C(C1)O)C=1N=NC(=CC1C)NC1CC(C1)(C)O